C1N(CCC2=CC=CC=C12)C[C@H](CNC(=O)C=1N=C2N(C=C(N=C2)N2CC(CC2)F)C1)O N-((S)-3-(3,4-Dihydroisoquinolin-2(1H)-yl)-2-hydroxypropyl)-6-(3-fluoropyrrolidin-1-yl)imidazo[1,2-a]pyrazine-2-carboxamide